OC/C=C/C(=O)N1CC(C1)C(=O)N1CCC(CC1)N1N=CC(=C1)C=1C=C(C=2N(C1)N=CC2C#N)OC (E)-6-(1-(1-(1-(4-hydroxybut-2-enoyl)azetidine-3-carbonyl)piperidin-4-yl)-1H-pyrazol-4-yl)-4-methoxypyrazolo[1,5-a]pyridine-3-carbonitrile